1-[3-(1-Hydroxyethyl)-6-[6-[(6-methylpyridazin-3-yl)amino]benzimidazol-1-yl]-2-pyridyl]-N,5-dimethyl-pyrazole-3-carboxamide OC(C)C=1C(=NC(=CC1)N1C=NC2=C1C=C(C=C2)NC=2N=NC(=CC2)C)N2N=C(C=C2C)C(=O)NC